5-amino-2-[5-(triethoxysilyl)pentyl]-2H-tetrazole NC=1N=NN(N1)CCCCC[Si](OCC)(OCC)OCC